C(C(C)(C)C)NC(=O)C1=CC=CC2=CC3=CC=CC=C3C=C12 N-neopentyl-anthranoylamine